ClC=1C(=NC(=NC1)NC1CCOCC1)C1=CC=C2CN(C(C2=C1)=O)CC(=O)N[C@H](C)C1=NC(=CC=C1)OC 2-(6-{5-chloro-2-[(oxacyclohex-4-yl)amino]pyrimidin-4-yl}-1-oxo-2,3-dihydro-1H-isoindol-2-yl)-N-[(1R)-1-(6-methoxypyridin-2-yl)ethyl]acetamide